Amino-propionic acid NC(C(=O)O)C